4-((2,5-dioxo-3-phenylimidazol-1-yl)methyl)-3-fluorobenzoyl-hydrazine O=C1N(C(CN1C1=CC=CC=C1)=O)CC1=C(C=C(C(=O)NN)C=C1)F